3-(6-aminopyridin-3-yl)-n-methyl-n-[(1-methyl-1h-indol-2-yl)methyl]acrylamide CN1C2=CC=CC=C2C=C1CN(C)C(=O)/C=C/C3=CN=C(C=C3)N